2,2'-(1,3-phenylene)bis(1H-benzimidazole-5-carboxylic acid) C1(=CC(=CC=C1)C1=NC2=C(N1)C=CC(=C2)C(=O)O)C2=NC1=C(N2)C=CC(=C1)C(=O)O